C(C)(=O)OC1C(OC(C(C1OC(C)=O)NC(C)=O)OC1=CC=2C(=NON2)C=C1)COC(C)=O 5-acetamido-2-(acetoxymethyl)-6-(benzo[c][1,2,5]oxadiazol-5-yloxy)tetrahydro-2H-pyran-3,4-diyl diacetate